COC(=O)C1CCC=2C1=CC(=C1C=C(N=CC21)Cl)S(NCC(C)(C)F)(=O)=O 3-chloro-5-[(2-fluoro-2-methyl-propyl)sulfamoyl]-8,9-dihydro-7H-cyclopenta[H]Isoquinoline-7-Carboxylic acid methyl ester